4-(1-((2R,5S)-4-(2-(cyanomethyl)-4-methyl-5-oxo-4,5-dihydro-2H-pyrazolo[4,3-b]pyridin-7-yl)-2,5-diethylpiperazin-1-yl)ethyl)-2,6-difluoro-N,N-dimethylbenzamide C(#N)CN1N=C2C(N(C(C=C2N2C[C@H](N(C[C@@H]2CC)C(C)C2=CC(=C(C(=O)N(C)C)C(=C2)F)F)CC)=O)C)=C1